1-(4-(aminomethyl)benzyl)urea 2,2,2-trifluoroacetate FC(C(=O)O)(F)F.NCC1=CC=C(CNC(=O)N)C=C1